FC1=CC=C(C=C1)[C@@H](CC1=CC=CC=C1)\N=C(\C1=CC=C(C=C1)C(F)(F)F)/C#N (R,Z)-N-(1-(4-fluorophenyl)-2-phenylethyl)-4-(trifluoromethyl)benzimidoyl cyanide